C(C)O[Si](CCCCCCC[Si](OCC)(OCC)OCC)(OCC)OCC 1,7-bis(triethoxysilyl)heptane